4-Hydroxy-proline-isobutylester C(C(C)C)OC([C@H]1NCC(C1)O)=O